2-(2-hydroxyethyl)-4-nitro-1H-benzo[de]isoquinoline-1,3(2H)-dione OCCN1C(C2=CC=CC=3C2=C(C1=O)C(=CC3)[N+](=O)[O-])=O